(1S,3S)-3-((6-(5-(((isobutoxy-carbonyl)amino)methyl)-1-methyl-1H-pyrazol-4-yl)-2-methylpyridin-3-yl)oxy)cyclohexane-1-carboxylic acid C(C(C)C)OC(=O)NCC1=C(C=NN1C)C1=CC=C(C(=N1)C)O[C@@H]1C[C@H](CCC1)C(=O)O